COC=1C=C(C(=O)N[C@@H]2CN(CCC2)C(=O)OC(C)(C)C)C=CC1[N+](=O)[O-] tert-butyl (3S)-3-(3-methoxy-4-nitrobenzamido)piperidine-1-carboxylate